ClC=1C=C(C=CC1C=1SC=C(C1)B1OC(C(O1)(C)C)(C)C)C(=O)N1CCC(CC1)O (3-chloro-4-(4-(4,4,5,5-tetramethyl-1,3,2-dioxaborolan-2-yl)thiophen-2-yl)phenyl)(4-hydroxypiperidin-1-yl)methanone